ClC=1C=C(C=C(C1)Cl)SC1=C(N=C(N1CC1=CC=NC=C1)CNC(O)=O)C(C)C.ClC=1C=C(C=CC1Cl)N1N=C(C=C1C1=CC=CC=C1)OCCN1CCCCC1 1-{2-[1-(3,4-dichlorophenyl)-5-phenyl-1H-pyrazol-3-yloxy]ethyl}piperidine 5-(3,5-dichlorophenyl)thio-4-isopropyl-1-(4-pyridyl)methyl-1H-imidazol-2-ylmethyl-carbamate